FC1(CC1)C(=O)N[C@H](C(=O)N1[C@@H](C[C@@H](C1)O)C(=O)NCC1=C(C=C(C=C1)C1=C(N=CS1)C)O)C(C)(C)C (2S,4S)-1-((S)-2-(1-fluorocyclopropane-1-carboxamido)-3,3-dimethylbutanoyl)-4-hydroxy-N-(2-hydroxy-4-(4-methylthiazol-5-yl)benzyl)pyrrolidine-2-carboxamide